OCCCCOP(=O)([O-])[O-] (4-hydroxybutyl)-phosphate